C(C)OC(=O)C1(CSCC1CC(=O)OCC)N1C2=NC=NC(=C2N=C1)OC (Rac)-ethyl-4-(2-ethoxy-2-oxoethyl)-3-(6-methoxy-9H-purin-9-yl)tetrahydrothiophene-3-carboxylate